N-[4-[(6,7-dimethoxy-1,5-naphthyridin-4-yl)oxy]-3-fluorophenyl]-8-oxo-7-thiophen-2-yl-3,4-dihydro-1H-pyrido[2,1-c][1,4]oxazine-9-carboxamide COC=1N=C2C(=CC=NC2=CC1OC)OC1=C(C=C(C=C1)NC(=O)C=1C(C(=CN2C1COCC2)C=2SC=CC2)=O)F